C(C1=CC=CC=C1)N1CCC(CC1)NC(CCC(=O)NNC=1N=NC(=CC1)Cl)=O N-(1-benzylpiperidin-4-yl)-4-(2-(6-chloropyridazin-3-yl)hydrazinyl)-4-oxobutanamide